FC(C(C)=CCC)(F)F 2-(trifluoromethyl)pentane-2-ene